C(CCCCCCCC\C=C\CCCCC)=O (E)-10-hexadecenal